FC(C=1C=C(OC2=C(C=C(C=C2C)NC(CCCN(C)C)=O)C)C=C(C1)C=1C(=NOC1C)C)F N-(4-(3-(difluoromethyl)-5-(3,5-dimethylisoxazol-4-yl)phenoxy)-3,5-dimethylphenyl)-4-(dimethylamino)butanamide